2-(4-methylphenoxy)phenylhydrazine CC1=CC=C(OC2=C(C=CC=C2)NN)C=C1